BrC1=NN(C=2C1=NC(=CC2)C(=O)OC)C2CCOCC2 Methyl 3-bromo-1-(oxan-4-yl)pyrazolo[4,3-b]pyridine-5-carboxylate